N(=C=S)C1=CC(=CC=C1)C(F)(F)F 1-isothiocyanato-3-(trifluoromethyl)benzene